CC=1N=C2N(N=CC(=C2C(C)C)NC(=O)NC=2C=NC(=C(C2)C(F)(F)F)N2N=CC=N2)C1 N-(2-methyl-8-(propan-2-yl)imidazo[1,2-b]pyridazin-7-yl)-N'-(6-(2H-1,2,3-triazol-2-yl)-5-(trifluoromethyl)pyridin-3-yl)urea